C(/C)=C/1\C2[C@H]3CCCO[C@H]3C(C1)C2 (4aR,8aS,E)-6-ethylideneoctahydro-2H-5,8-methanochromene